NC1=C(C2=C(C(N(C(C2)C)C(=O)OC(C)(C)C)C)S1)C=1SC2=C(N1)C=CC(=C2)Br tert-Butyl 2-amino-3-(6-bromobenzo[d]thiazol-2-yl)-5,7-dimethyl-4,7-dihydrothieno[2,3-c]pyridine-6(5H)-carboxylate